5-(2-((4,4-difluorocyclohexyl)amino)-2-oxoacetyl)-N-(3,4-difluorophenyl)-1,2,4-trimethyl-1H-pyrrole-3-carboxamide FC1(CCC(CC1)NC(C(=O)C1=C(C(=C(N1C)C)C(=O)NC1=CC(=C(C=C1)F)F)C)=O)F